N-(1-Methyl-3-((4-oxocyclohexyl)ethynyl)-1H-pyrrolo[2,3-b]pyridin-5-yl)acrylamide CN1C=C(C=2C1=NC=C(C2)NC(C=C)=O)C#CC2CCC(CC2)=O